7-[2,4-difluoro-6-(2-methoxyethoxy)phenyl]-4-(1-methylindazol-5-yl)thieno[3,2-c]pyridin-6-ol FC1=C(C(=CC(=C1)F)OCCOC)C=1C2=C(C(=NC1O)C=1C=C3C=NN(C3=CC1)C)C=CS2